2-(2-fluoro-1-benzothiophen-6-yl)-4,4,5,5-tetramethyl-1,3,2-dioxaborolane FC=1SC2=C(C1)C=CC(=C2)B2OC(C(O2)(C)C)(C)C